N-(1,3-Benzodioxol-4-ylmethyl)-1-[2-(3-ethyl-1-piperidinyl)-4-pyridinyl]methylamine O1COC2=C1C=CC=C2CNCC2=CC(=NC=C2)N2CC(CCC2)CC